OC1=C(C=2N(C=C1)N=CC2C2CCC1(CN(C1)C(=O)OC(C)(C)C)CC2)C tert-butyl 7-(5-hydroxy-4-methylpyrazolo[1,5-a]pyridin-3-yl)-2-azaspiro[3.5]nonane-2-carboxylate